C(C1=CC=CC=C1)(C1=CC=CC=C1)=NC(C(=O)OC)(C(=O)OC)[C@@H]1CCCC2=CC=C(C=C12)Br Dimethyl 2-(benzhydrylideneamino)-2-[(1R)-7-bromotetralin-1-yl]propanedioate